N1C=C(C2=CC=CC=C12)/C=C/C=O (2E)-3-(1H-INDOL-3-YL)-2-PROPENAL